N(=C=O)CC(CC[Si](OC)(OC)C)C 4-Isocyanato(3-methylbutyl)methyldimethoxysilane